2-Carbamimidoyl-4-((2R,3S,4S,5R)-3-(3,4-difluoro-2-methoxyphenyl)-4,5-dimethyl-5-(trifluoromethyl)tetrahydrofuran-2-carboxamido)pyridine 1-oxide 2,2,2-trifluoroacetate FC(C(=O)O)(F)F.C(N)(=N)C1=[N+](C=CC(=C1)NC(=O)[C@@H]1O[C@]([C@H]([C@H]1C1=C(C(=C(C=C1)F)F)OC)C)(C(F)(F)F)C)[O-]